CC1=CC=CC(=N1)OC1=CC=C(C=C1)C=1C(=C2N(CCN2)C1C1=CC=C(C=C1)[N+](=O)[O-])C(=O)N 6-(4-((6-methylpyridin-2-yl)oxy)phenyl)-5-(4-nitrophenyl)-2,3-dihydro-1H-pyrrolo[1,2-a]imidazole-7-carboxamide